2-(2-((2-(2,6-Dioxopiperidin-3-yl)-1,3-dioxoisoindolin-4-yl)amino)ethoxy)ethyl(3-aminoadamantan-1-yl)carbamate O=C1NC(CCC1N1C(C2=CC=CC(=C2C1=O)NCCOCCN(C([O-])=O)C12CC3(CC(CC(C1)C3)C2)N)=O)=O